2-{[(tert-butoxy)carbonyl](oxan-4-yl)amino}acetic acid C(C)(C)(C)OC(=O)N(CC(=O)O)C1CCOCC1